Cl.COC([C@H](C)[C@H]1CNCC1)=O (2R)-2-[(3S)-pyrrolidin-3-yl]propionic acid methyl ester hydrochloride